BrC1=C(N(C2=CC(=CC=C12)F)C(=O)OC(C)(C)C)C(=O)OC 1-tert-butyl 2-methyl 3-bromo-6-fluoroindole-1,2-dicarboxylate